C(C)(C)(C)C1=CC=C(\C=C/2\C(=C(C3=CC(=CC=C23)F)CC(=O)N(C)OC)C)C=C1 (Z)-2-(1-(4-(tert-butyl)benzylidene)-5-fluoro-2-methyl-1H-inden-3-yl)-N-methoxy-N-methylacetamide